2-((4,6-dihydroxypyrimidin-2-yl)thio)-N-(4-(N-(4,6-dimethylpyrimidin-2-yl)sulfamoyl)phenyl)acetamide OC1=NC(=NC(=C1)O)SCC(=O)NC1=CC=C(C=C1)S(NC1=NC(=CC(=N1)C)C)(=O)=O